ClC1=C(C(N(C=C1)C1=NC=C(C(=C1)N1C(C=C(C=C1C)OCC=1C=NC=CC1)=O)C)=O)C(C)(C)O chloro-3-(2-hydroxypropan-2-yl)-5',6''-dimethyl-4''-((pyridin-3-yl)methoxy)-2H,2''H-[1,2':4',1''-terpyridin]-2,2''-dione